5-(1H-BENZOIMIDAZOL-2-YLSULFANYL)-FURAN-2-CARBALDEHYDE N1C(=NC2=C1C=CC=C2)SC2=CC=C(O2)C=O